CN1C(C(CCC1)C)=O 1,3-dimethyl-3,4,5,6-tetrahydro-2(1H)-pyridinone